O1C(=CC=C1)B1OC(C(O1)(C)C)(C)C 2-(furan-2-yl)-4,4,5,5-tetramethyl-1,3,2-dioxaborolane